C12(CC3CC(CC(C1)C3)C2)CN2N=CC(=C2C)C2=C(C=3N(C=C2)C(=CN3)NC3=C(C=NC=C3)C(=O)OC(C)(C)C)C(=O)OC methyl 7-(1-(adamantan-1-ylmethyl)-5-methyl-1H-pyrazol-4-yl)-3-((3-(tert-butoxycarbonyl)pyridin-4-yl)amino)imidazo[1,2-a]pyridine-8-carboxylate